(+-)-methyl 2,2-dimethyl-6-methylidenecyclohexanecarboxylate CC1([C@H](C(CCC1)=C)C(=O)OC)C |r|